NC1=NC=C(C=C1)OB(O)O (2-aminopyridin-5-yl)boric acid